[Ru](Cl)Cl.ClP(C1(C=C(C2=CC=CC=C12)C1=CC=CC=C1)P(C1CCCCC1)(C1CCCCC1)(C1CCCCC1)Cl)(C1CCCCC1)(C1CCCCC1)C1CCCCC1 dichloro-(3-phenyl-1H-inden-1-ylidene)bis(tricyclohexylphosphine) ruthenium dichloride